C(#N)C=1C=C(C=CC1OC1=C(C=C(C=C1)C1=NC2=C(N1)C=C(C=C2)C(NC(C)C)=N)OC)C2=NC1=C(N2)C=C(C=C1)C(NC(C)C)=N 2-(3-Cyano-4-(4-(6-(N-isopropylcarbamimidoyl)-1H-benzo[d]imidazol-2-yl)-2-methoxyphenoxy)phenyl)-N-isopropyl-1H-benzo[d]imidazole-6-carboximidamide